1-(6-(4-((4-(1H-pyrazol-4-yl)phenyl)amino)pyrimidin-2-yl)benzo[b]thiophene-2-carbonyl)azetidine-3-carbonitrile N1N=CC(=C1)C1=CC=C(C=C1)NC1=NC(=NC=C1)C=1C=CC2=C(SC(=C2)C(=O)N2CC(C2)C#N)C1